C[C@@H]1/C=C/C[C@@]([C@@H](C[C@H](C(=C)[C@@H]([C@H]2[C@H]([C@](C[C@@]2(C1=O)OC(=O)C)(C)OC(=O)C3=CN=CC=C3)OC(=O)C)OC(=O)C)OC(=O)C)OC(=O)C4=CN=CC=C4)(C)OC(=O)C The molecule is a member of pyridines, an acetate ester, a macrocycle and a carbobicyclic compound. It has a role as a plant metabolite.